6-fluoro-3-(6-(((R)-2-hydroxyoct-7-yn-1-yl)oxy)benzo[d][1,3]dioxol-5-yl)-3-(6-(((R)-2-hydroxypent-4-en-1-yl)oxy)benzo[d][1,3]dioxol-5-yl)indolin-2-one FC1=CC=C2C(C(NC2=C1)=O)(C1=CC2=C(OCO2)C=C1OC[C@@H](CC=C)O)C1=CC2=C(OCO2)C=C1OC[C@@H](CCCCC#C)O